2-phenylacryloyl chloride C1(=CC=CC=C1)C(C(=O)Cl)=C